ClCOCCOCOCCCl 1,9-dichloro-2,5,7-trioxanonane